N=C1N2[C@@H]3[C@@H](COC4=CC=C(C(N[C@H]5CC(OC6=C5C=C(CCCCCC(N1)(CC2=O)C)C=C6)(C)C)=O)C=C34)COC |r| rac-(1R,18S,27R)-3-imino-27-(methoxymethyl)-5,16,16-trimethyl-15,25-dioxa-2,4,19-triazahexacyclo[19.6.2.22,5.211,14.013,18.024,28]tritriaconta-11,13,21,23,28,30-hexaene-20,33-dione